4-[3-(3-[(cyclopropylamino)methyl]azetidine-1-carbonyl)-4-fluorobenzyl]phthalazin-1(2H)-one C1(CC1)NCC1CN(C1)C(=O)C=1C=C(CC2=NNC(C3=CC=CC=C23)=O)C=CC1F